5-((2-amino-3-fluoropyridin-4-yl)methyl)-2-((4-ethynyl-2-fluorophenyl)amino)-3,4-difluoro-N-(prop-2-yn-1-yloxy)benzamide NC1=NC=CC(=C1F)CC=1C(=C(C(=C(C(=O)NOCC#C)C1)NC1=C(C=C(C=C1)C#C)F)F)F